N-beta-aminoethyl-gamma-aminopropyl-trimethyl-(ethoxysilane) NCCNCCCC[Si](OCC)(C)C